C(C=C)(=O)O.C(C=C)(=O)O.C1(=CC(=CC=C1)C)C m-xylene diacrylate